5-((6-Methoxy-1-methyl-1H-pyrazolo[3,4-d]pyrimidin-4-yl)aminomethyl)thiophene-2-sulfonamide COC1=NC(=C2C(=N1)N(N=C2)C)NCC2=CC=C(S2)S(=O)(=O)N